1,1-Bis(3,5-dimethyl-4-hydroxyphenyl)-3,3,5-trimethyl-cyclohexane CC=1C=C(C=C(C1O)C)C1(CC(CC(C1)C)(C)C)C1=CC(=C(C(=C1)C)O)C